N-(6-(4,4-difluoropiperidin-1-yl)-2-ethylimidazo[1,2-a]pyridin-3-yl)-4-(4-fluorophenyl)-N-methylthiazol-2-amine FC1(CCN(CC1)C=1C=CC=2N(C1)C(=C(N2)CC)N(C=2SC=C(N2)C2=CC=C(C=C2)F)C)F